4-(1-(2-(cyclohexylsulfonyl)-5,5-dimethyl-2,3,4,5-tetrahydro-1H-benzo[c]azepin-8-yl)piperidin-4-yl)morpholine C1(CCCCC1)S(=O)(=O)N1CC2=C(C(CC1)(C)C)C=CC(=C2)N2CCC(CC2)N2CCOCC2